BrC1=NN2C(C(=NC=C2)N2CC(C(C2)(C)C)(F)F)=C1 2-bromo-4-(3,3-difluoro-4,4-dimethyl-pyrrolidin-1-yl)pyrazolo[1,5-a]pyrazine